2-azabicyclo[2.1.1]hexane-2-sulfonyl chloride C12N(CC(C1)C2)S(=O)(=O)Cl